C(CCCCCCCC=CCC=CCCCCC)(=O)OCC(CO)CO 3-hydroxy-2-(hydroxymethyl)propyl octadeca-9,12-dienoate